palladium diselenide tungsten [W].[Pd](=[Se])=[Se]